FC=1C=C(C=C(C1)F)S(=O)(=O)NC=1C=C2C(=NNC2=CC1)/C=C/C=1C=NN(C1)CC(=O)NC (E)-2-(4-(2-(5-((3,5-difluorophenyl)sulfonamido)-1H-indazol-3-yl)vinyl)-1H-pyrazol-1-yl)-N-methylacetamide